(S)-4-((1-(5-(1H-pyrazol-1-yl)pyrazin-2-yl)pyrrolidin-3-yl)methoxy)-2-cyclopropylpyrimidine-5-carbonitrile N1(N=CC=C1)C=1N=CC(=NC1)N1C[C@H](CC1)COC1=NC(=NC=C1C#N)C1CC1